C(C)(=O)OC(C)CCCCCCC 2-Nonyl acetate